4-(furo[3,2-c]pyridin-4-yl)-N-(4-sulfamoylphenyl)benzamide O1C=CC=2C(=NC=CC21)C2=CC=C(C(=O)NC1=CC=C(C=C1)S(N)(=O)=O)C=C2